C(C)(C)(C)OC(=O)N1[C@H](CC(=CC1)C1=C(C(=CC(=C1)CC(C)C)F)C#N)C (2S)-4-(2-cyano-3-fluoro-5-isobutylphenyl)-2-methyl-1,2,3,6-tetrahydropyridine-1-carboxylic acid tert-butyl ester